3-[3-(4-chlorophenyl)sulfonylpropyl]-1H-benzimidazol-2-one ClC1=CC=C(C=C1)S(=O)(=O)CCCN1C(NC2=C1C=CC=C2)=O